6-chloro-N-[2,2-dimethyl-6-(2-oxa-8-azaspiro[4.5]decan-8-yl)-3H-benzofuran-5-yl]pyrazolo[1,5-a]pyrimidine-3-carboxamide ClC=1C=NC=2N(C1)N=CC2C(=O)NC=2C(=CC1=C(CC(O1)(C)C)C2)N2CCC1(CCOC1)CC2